palladium(II) bis(1,1'-biphenyl-2-yl)butylphosphine methanesulfonate CS(=O)(=O)[O-].C1(=C(C=CC=C1)C(CCCP)C1=C(C=CC=C1)C1=CC=CC=C1)C1=CC=CC=C1.[Pd+2].CS(=O)(=O)[O-]